C1(CC1)NC=1SC(=C(N1)C1=CC=CC=C1)OC1=CC(=NC=C1)NC1=CC=C(C(=O)N)C=C1 4-((4-((2-(Cyclopropylamino)-4-phenylthiazol-5-yl)oxy)pyridin-2-yl)amino)benzamide